trimethyl-n-octylammonium methyl-carbonate COC([O-])=O.C[N+](CCCCCCCC)(C)C